CN1C=NC2=C1C=C(C=C2)COC2=CC=CC(=N2)C=2CCN(CC2)CC2=NC1=C(N2C[C@H]2OCC2)C=C(C=C1)C(=O)O (S)-2-((6-((1-methyl-1H-benzo[d]imidazol-6-yl)methoxy)-3',6'-dihydro-[2,4'-bipyridin]-1'(2'H)-yl)methyl)-1-(oxetan-2-ylmethyl)-1H-benzo[d]imidazole-6-carboxylic acid